5-fluoro-3-(trimethylsilyl)pyridine-2-ol FC=1C=C(C(=NC1)O)[Si](C)(C)C